(2S,3S,4R,5R,6S)-6-({3-hexyl-6,6,9-trimethyl-6H,6aH,7H,8H,10aH-benzo[c]isochromen-1-yl}oxy)-5-(hydroxymethyl)oxane-2,3,4-triol C(CCCCC)C=1C=C(C2=C(OC(C3CCC(=CC23)C)(C)C)C1)O[C@@H]1[C@@H]([C@H]([C@@H]([C@H](O1)O)O)O)CO